CC=1C=C(C=C(C1)C)NC1C(C(NC2=CC=CC=C12)=O)(C)C 4-((3,5-Dimethylphenyl)amino)-3,3-dimethyl-3,4-dihydroquinolin-2(1H)-one